C(C)(C)(C)OC(NCC1=C(C=CC=C1)CN)=O N-[[2-(aminomethyl)phenyl]methyl]carbamic acid tert-butyl ester